FC1=CC=C(OC=2C=CC(=NC2)NC(C(C)N2CCN(CC2)C(=O)C2=CN(C(C=C2)=O)CC(F)(F)F)=O)C=C1 N-(5-(4-fluorophenoxy)pyridin-2-yl)-2-(4-(6-oxo-1-(2,2,2-trifluoroethyl)-1,6-dihydropyridine-3-carbonyl)piperazin-1-yl)propanamide